4-(tert-butoxy)phenylboronic acid C(C)(C)(C)OC1=CC=C(C=C1)B(O)O